1-((8-cyano-6-cyclopropylimidazo[1,2-a]pyridin-2-yl)methyl)-1H-1,2,3-triazole-4-carboxamide C(#N)C=1C=2N(C=C(C1)C1CC1)C=C(N2)CN2N=NC(=C2)C(=O)N